CCCCC(CC)CC1=C(SC(=C1)C2=C3C(=C(C4=NSN=C24)C5=CC(=C(S5)Br)CC(CC)CCCC)N=S=N3)Br 4,8-bis(5-bromo-4-(2-ethylhexyl)thiophen-2-yl)benzo[1,2-C:4,5-C']bis[1,2,5]thiadiazole